Tert-butyl-4-(4-(4-(4-aminobutyl)piperidine-1-carbonyl)phenyl)piperazine-1-carboxylate C(C)(C)(C)OC(=O)N1CCN(CC1)C1=CC=C(C=C1)C(=O)N1CCC(CC1)CCCCN